tert-butyl 6-(pyrazolo[1,5-a]pyridin-2-ylmethoxy)-3',6'-dihydro-[2,4'-bipyridine]-1'(2'H)-carboxylate N1=C(C=C2N1C=CC=C2)COC2=CC=CC(=N2)C=2CCN(CC2)C(=O)OC(C)(C)C